FC=1C=C2[C@@H]([C@H](C(OC2=CC1)(C)C)O)NC(=O)C=1C=C2[C@@H](CC(OC2=CC1)(C)C)N1C(NC(CC1=O)(C)C)=N (R)-N-((3R,4S)-6-fluoro-3-hydroxy-2,2-dimethylchroman-4-yl)-4-(2-imino-4,4-dimethyl-6-oxotetrahydropyrimidin-1(2H)-yl)-2,2-dimethylchromane-6-carboxamide